tert-butyl 4-(4-(4-oxo-3,4-dihydrophthalazin-1-yl)butanoyl)piperazine-1-carboxylate O=C1NN=C(C2=CC=CC=C12)CCCC(=O)N1CCN(CC1)C(=O)OC(C)(C)C